6-((4-((2-cyclopropyl-4-phenylthiazol-5-yl)oxy)pyridin-2-yl)amino)nicotinamide methyl-(3R,6R)-1-N-BOC-6-methylpiperazin-3-formate COC(=O)[C@H]1CN([C@@H](CN1)C)C(=O)OC(C)(C)C.C1(CC1)C=1SC(=C(N1)C1=CC=CC=C1)OC1=CC(=NC=C1)NC1=NC=C(C(=O)N)C=C1